3-(2-methoxyphenyl)-N-(5-(prop-2-yn-1-yloxy)-1,3,4-thiadiazol-2-yl)isonicotinamide COC1=C(C=CC=C1)C1=C(C(=O)NC=2SC(=NN2)OCC#C)C=CN=C1